Di-tert-amyl dicarbonate C(=O)(OC(C)(C)CC)OC(=O)OC(C)(C)CC